O1CC(C1)NC(=O)N[C@@H](C(=O)O)CCN(CCCCC1=NC=2NCCCC2C=C1)CCOC1=CC=CC=C1 (2R)-2-(oxetan-3-ylcarbamoylamino)-4-[2-phenoxyethyl-[4-(5,6,7,8-tetrahydro-1,8-naphthyridin-2-yl)butyl]amino]butanoic acid